(2S,4R)-N-[(S)-(5-cyclopropyl-6-fluoropyridin-2-yl)(phenyl)methyl]-4-fluoro-1-{2-[(methylcarbamoyl)amino]acetyl}pyrrolidine-2-carboxamide C1(CC1)C=1C=CC(=NC1F)[C@@H](NC(=O)[C@H]1N(C[C@@H](C1)F)C(CNC(NC)=O)=O)C1=CC=CC=C1